2-(3',3'-dimethyl-6-nitrospiro[chromene-2,2'-indoline]-1'-yl)ethanol CC1(C2(N(C3=CC=CC=C13)CCO)OC1=CC=C(C=C1C=C2)[N+](=O)[O-])C